1-(7-((2-((1-Methyl-1H-indazol-3-yl)amino)pyridin-4-yl)amino)indolin-1-yl)ethan-1-one CN1N=C(C2=CC=CC=C12)NC1=NC=CC(=C1)NC=1C=CC=C2CCN(C12)C(C)=O